C(C)(C)(C)OC[C@H](C(=O)OC)N1CC(N(CCNCCN(CC1)C(=O)O)C(=O)O)(CC1=CC=CC=C1)CC1=CC=CC=C1 4-[(2R)-3-tert-butoxy-1-methoxy-1-oxopropan-2-yl]Dibenzyl-1,4,7,10-tetraazacyclododecane-1,7-dicarboxylic acid